7-chloro-6-(4,4,5,5-tetramethyl-1,3,2-dioxaborolan-2-yl)benzo[d]thiazole ClC1=C(C=CC=2N=CSC21)B2OC(C(O2)(C)C)(C)C